tert-butyl 4-(2-fluoro-6-(methoxycarbonyl) pyridin-3-yl)piperazine-1-carboxylate FC1=NC(=CC=C1N1CCN(CC1)C(=O)OC(C)(C)C)C(=O)OC